2-(2'-hydroxy-5'-methacrylamidophenyl)-5-methoxy-2H-benzotriazole OC1=C(C=C(C=C1)NC(C(=C)C)=O)N1N=C2C(=N1)C=CC(=C2)OC